S(C#N)C1=NN2C(N=CC=C2N)=C1 thiocyanatopyrazolo[1,5-a]pyrimidin-7-amine